1-(2-aminoethyl)-3-(4-methyl-2-(4-(piperidin-4-ylmethyl)piperazin-1-yl)quinolin-6-yl)thiourea NCCNC(=S)NC=1C=C2C(=CC(=NC2=CC1)N1CCN(CC1)CC1CCNCC1)C